ClC1=C(C(=O)NC=2OC=NN2)C=CC(=C1[S@@](=O)C)C(F)F 2-Chloro-N-(1,3,4-oxadiazol-2-yl)-3-[(S)-methylsulfinyl]-4-(difluoromethyl)benzamid